FC1C(OB(O1)B1OCCO1)F difluoro-2-(1,3,2-dioxaborolan-2-yl)1,3,2-dioxaborolan